(1S,2S)-N-(6-(5-chloro-6-fluoro-7-((3-fluorocyclobutyl)amino)-1H-indazol-4-yl)imidazo[1,2-a]pyrazin-2-yl)-2-fluorocyclopropane-1-carboxamide ClC=1C(=C2C=NNC2=C(C1F)NC1CC(C1)F)C=1N=CC=2N(C1)C=C(N2)NC(=O)[C@H]2[C@H](C2)F